CC(CN=C=O)C(CCCN=C=O)(C)C 2,3,3-trimethyl-hexamethylene diisocyanate